2-(((2R,3R,4S,5R)-5-(6-amino-2-chloro-9H-purin-9-yl)-4-fluoro-3-hydroxytetrahydrofuran-2-yl)methoxy)-2-(3-hydroxybenzyl)malonic acid NC1=C2N=CN(C2=NC(=N1)Cl)[C@H]1[C@H]([C@@H]([C@H](O1)COC(C(=O)O)(C(=O)O)CC1=CC(=CC=C1)O)O)F